C(C)(C)(C)[Si]1(O[C@@H]2[C@@H](O1)OCC2OC)C(C)(C)C (3aR,5R,6aS)-2,2-di-tert-butyl-6-methoxytetrahydrofurano[2,3-d][1,3,2]dioxasilol